C(C)C(C(=O)O)CCCC.C(C)C(C(=O)O)CCCC.C(C)C(C(=O)O)CCCC.C(O)C(CC)(CO)CO trimethylolpropane tri(ethyl caproate)